CP(OC(C(=O)O)CCC(=O)O)O 2-[[methylhydroxyphosphino]oxy]glutaric acid